tert-Butyl 1-(6-chloro-5-cyano-4-ethyl-3-methylpyridin-2-yl)piperidin-4-ylcarbamate ClC1=C(C(=C(C(=N1)N1CCC(CC1)NC(OC(C)(C)C)=O)C)CC)C#N